OCC[C@H](C=1C=NC(=CC1)C1=CN=NC=C1)NC(OC(C)(C)C)=O (R)-tert-butyl (3-hydroxy-1-(6-(pyridazin-4-yl)pyridin-3-yl)propyl)carbamate